C(C1=CC=CC=C1)N(C(=O)C1=NNC2=CC(=CC=C12)C(F)(F)F)C1CCN(CC1)CCCC N-benzyl-N-(1-butylpiperidin-4-yl)-6-(trifluoromethyl)-1H-indazole-3-carboxamide